3-(but-3-enyl)tetrahydrofuran-3-ol C(CC=C)C1(COCC1)O